N-[2-amino-5-(4-fluorophenyl)phenyl]-4-[(5-isopropenyl-3-pyridyl)sulfonimidoyl]benzamide NC1=C(C=C(C=C1)C1=CC=C(C=C1)F)NC(C1=CC=C(C=C1)S(=O)(=N)C=1C=NC=C(C1)C(=C)C)=O